4,7-dichloro-1-methyl-2-oxo-1,2-dihydroquinoline-3-carbonitrile ClC1=C(C(N(C2=CC(=CC=C12)Cl)C)=O)C#N